Ethyl (2E,3E)-4,4-difluoro-2,3-bis(hydroxyimino)butanoate FC(\C(\C(\C(=O)OCC)=N/O)=N\O)F